CC1(CC(NCC1)=O)C 4,4-dimethylpiperidin-2-one